COCCOC1=CC=2N(C=C1)C(=CN2)C2=CC(=NC=N2)NCC2=CC=C(C=C2)C2=NN(N=C2)C {6-[7-(2-methoxy-ethoxy)-imidazo[1,2-a]pyridin-3-yl]-pyrimidin-4-yl}-[4-(2-methyl-2H-[1,2,3]triazol-4-yl)-benzyl]-amine